C(C1=CC=CC=C1)OC=1C(=NN(C1Br)COCC[Si](C)(C)C)C 4-(benzyloxy)-5-bromo-3-methyl-1-((2-(trimethylsilyl)ethoxy)methyl)-1H-pyrazole